7-ethyl-5-fluoro-N-((3R,4R)-3-fluoro-1-(methylsulfonyl)piperidin-4-yl)-6-(trifluoromethyl)pyrrolo[2,1-f][1,2,4]triazin-2-amine C(C)C1=C(C(=C2C=NC(=NN21)N[C@H]2[C@@H](CN(CC2)S(=O)(=O)C)F)F)C(F)(F)F